C(C=C)(=O)N1C[C@@H]2COC3=C(C(N2CC1)=O)C(=NC(=C3Cl)C3=C(C=CC=C3O)F)OC3=C(C=CC=C3)C(C)C (6aR)-8-acryloyl-4-chloro-3-(2-fluoro-6-hydroxyphenyl)-1-(2-isopropylphenoxy)-6,6a,7,8,9,10-hexahydro-12H-pyrazino[2,1-c]pyrido[3,4-f][1,4]oxazepin-12-one